4-((1S,2S)-2-(4,4,5,5-tetramethyl-1,3,2-dioxaborolan-2-yl)cyclopropyl)-2-(trifluoromethyl)benzonitril CC1(OB(OC1(C)C)[C@@H]1[C@H](C1)C1=CC(=C(C#N)C=C1)C(F)(F)F)C